CN1[C@H](C(N2C3=C(N=C(N=C13)NCC=1C=NN(C1)CC(F)(F)F)CCC2)=O)C (S)-4,5-dimethyl-2-(((1-(2,2,2-trifluoroethyl)-1H-pyrazol-4-yl)methyl)amino)-4,5,9,10-tetrahydro-6H,8H-pyrido[3,2,1-de]pteridin-6-one